(4-(2-(5-(pentyloxy)pentyl)hydrazine-1-carbonyl)benzyl)isoxazole-3-carboxamide C(CCCC)OCCCCCNNC(=O)C1=CC=C(CC=2C(=NOC2)C(=O)N)C=C1